C12(CC3CC(CC(C1)C3)C2)CC(=O)NCCCCNC(=O)C2=CC=C(C=C2)[C@@H]2N([C@H](CC3=C2NC2=CC=CC=C32)C(=O)OC)C(CCl)=O methyl (1S,3R)-1-(4-((4-(2-((1r,3R,5S)-adamantan-1-yl) acetamido) butyl) carbamoyl) phenyl)-2-(2-chloroacetyl)-2,3,4,9-tetrahydro-1H-pyrido[3,4-b]indole-3-carboxylate